C1(CC1)C(C)C1=C(C(=CC=C1)C(CC)SC(C)C)O 2-(1-cyclopropylethyl)-6-(1-(isopropylthio)propyl)phenol